C(C)(C)OC(=O)N1CCNCC1 piperazine-1-carboxylic acid isopropyl ester